OCC1=CC=C(C=N1)NC(=O)[C@H](C)NC(=O)[C@H](C(C)C)NC(OCC1C2=CC=CC=C2C=2C=CC=CC12)=O (9H-fluoren-9-yl)methyl N-[(1S)-1-{[(1S)-1-{[6-(hydroxymethyl)pyridin-3-yl]carbamoyl}ethyl]carbamoyl}-2-methylpropyl]carbamate